4-(2-methoxyphenyl)-6-methyl-N-(5-(1-methyl-1H-pyrazole-5-carbonyl)-5,6-dihydro-4H-pyrrolo[3,4-d]thiazol-2-yl)nicotinamide COC1=C(C=CC=C1)C1=CC(=NC=C1C(=O)NC=1SC2=C(N1)CN(C2)C(=O)C2=CC=NN2C)C